tert-butyl [1-(4-methoxy-3-nitrophenyl)cyclopropyl]carbamate COC1=C(C=C(C=C1)C1(CC1)NC(OC(C)(C)C)=O)[N+](=O)[O-]